N[C@@H]1[C@H](CC2=CC=C(C=C12)C)C (1R,2S)-1-amino-2,6-dimethylindane